(S)-2-Amino-3-(4'-(4-azidobutoxy)-2'-ethyl-[1,1'-biphenyl]-4-yl)propanoic Acid Hydrochloride Cl.N[C@H](C(=O)O)CC1=CC=C(C=C1)C1=C(C=C(C=C1)OCCCCN=[N+]=[N-])CC